COC=1C=C(CN(C=2SC(=C(N2)C)CN2CCOCC2)CC2=CC=C(C=C2)N2CCN(CC2)C)C=CC1 N-(3-methoxybenzyl)-4-methyl-N-(4-(4-methylpiperazin-1-yl)benzyl)-5-(morpholinomethyl)thiazol-2-amine